carbon hexanal C(CCCCC)=O.[C]